COC1=CC=C(C=C1)C=C(C(=O)N1CCNC2=CC=C(C=C12)OC)C 3-(4-methoxyphenyl)-1-(7-methoxy-1,2,3,4-tetrahydroquinoxalin-1-yl)-2-methylpropan-2-en-1-one